(3-(Thiocarbamoyloxy)bicyclo[1.1.1]pent-1-yl)carbamic acid tert-butyl ester C(C)(C)(C)OC(NC12CC(C1)(C2)OC(N)=S)=O